FC1=CC=C(C=C1)C1=CC(N(C=C1)CC(=O)OCC)=O ethyl 2-(4-(4-fluorophenyl)-2-oxopyridin-1(2H)-yl)acetate